(Z)-2-(1-((4-bromonaphthalen-1-yl)methylen)-5-fluoro-2-methyl-1H-inden-3-yl)acetic acid BrC1=CC=C(C2=CC=CC=C12)\C=C/1\C(=C(C2=CC(=CC=C12)F)CC(=O)O)C